5-(1-methyl-1H-pyrazol-5-yl)-2-(2-(trifluoromethyl)pyrimidin-5-yl)benzaldehyde CN1N=CC=C1C=1C=CC(=C(C=O)C1)C=1C=NC(=NC1)C(F)(F)F